O=C(COC1=NC2=CC=CC=C2C(=C1)C(=O)N)N1CCNCC1 2-(2-oxo-2-(piperazin-1-yl)ethoxy)quinoline-4-carboxamide